ClC1=CC=C2C(CN(C2=C1)C(CN1C[C@H](NCC1)C)=O)(C)C 1-(6-Chloro-3,3-dimethyl-2,3-dihydro-indol-1-yl)-2-((R)-3-methyl-piperazin-1-yl)-ethanone